(E)-(((2-methylbut-2-ene-1,4-diyl)bis(oxy))bis(methylene))dibenzene C/C(/COCC1=CC=CC=C1)=C\COCC1=CC=CC=C1